(2R,3S)-2-((Z)-3-(5-bromo-4-methyl-1H-benzo[d]imidazol-1-yl)-2-fluoroprop-1-en-1-yl)piperidin-3-ol dihydrochloride Cl.Cl.BrC1=C(C2=C(N(C=N2)C/C(=C/[C@H]2NCCC[C@@H]2O)/F)C=C1)C